C(C)(C)(C)OC(C(C(CCC)=C=O)O)=O hydroxy-3-carbonylhexanoic acid tert-butyl ester